1-((3-((2-methylbenzyl)oxy)prop-1-en-2-yl)oxy)pyridin CC1=C(COCC(=C)ON2CC=CC=C2)C=CC=C1